2H-tetrazole monosodium salt [Na].N=1NN=NC1